COC(=O)C=1N=C(C=2N(C1)C=CN2)Br 8-Bromoimidazo[1,2-a]pyrazine-6-carboxylic acid methyl ester